6-(2,5-dichloropyrimidin-4-yl)-4-isopropylquinazoline ClC1=NC=C(C(=N1)C=1C=C2C(=NC=NC2=CC1)C(C)C)Cl